6-(2-{[1-(3-chloro(2-pyridyl))-isopropyl]amino}pyrimidin-5-yl)pyrimidine-4-carboxamide ClC=1C(=NC=CC1)C(C)(C)NC1=NC=C(C=N1)C1=CC(=NC=N1)C(=O)N